C(#N)CC(C#CC1=C(C=C(C(=O)OC)C=C1)F)(C)C methyl 4-(4-cyano-3,3-dimethylbut-1-yn-1-yl)-3-fluorobenzoate